((5-((dimethylamino)methyl)-1,3-phenylene)bis(oxy))bis(decane-10,1-diyl)dihexanoate CN(C)CC=1C=C(C=C(C1)OCCCCCCCCCCCCCCCC(=O)[O-])OCCCCCCCCCCCCCCCC(=O)[O-]